Methyl ((S)-3-cyclopropyl-2-(2-((S)-5-oxo-1-(2,3,5-trifluorobenzyl)pyrrolidin-2-yl)acetamido)propanoyl)-L-alaninate C1(CC1)C[C@@H](C(=O)N[C@@H](C)C(=O)OC)NC(C[C@H]1N(C(CC1)=O)CC1=C(C(=CC(=C1)F)F)F)=O